5-fluoro-2-methoxy-N-(2-oxoethyl)-N-(prop-2-yl)benzamide methyl-(R)-6-amino-3-(2-((tert-butoxycarbonyl)amino)-3-phenylpropoxy)picolinate COC(C1=NC(=CC=C1OC[C@@H](CC1=CC=CC=C1)NC(=O)OC(C)(C)C)N)=O.FC=1C=CC(=C(C(=O)N(C(C)C)CC=O)C1)OC